O1C(=CCC1)C1=NC(=NC(=C1)NC1=NNC(=C1)C)N(C1C[C@H]2CCC[C@@H](C1)N2C(=O)OCCOC)C 2-methoxyethyl (1R,3s,5S)-3-((4-(4,5-dihydrofuran-2-yl)-6-((5-methyl-1H-pyrazol-3-yl)amino)pyrimidin-2-yl)(methyl)amino)-9-azabicyclo[3.3.1]nonane-9-carboxylate